2,2-bis(3,4-epithiocyclohexan-1-yl)propane C1(CC2C(CC1)S2)C(C)(C)C2CC1C(CC2)S1